N-[(2S)-1-amino-1-oxopropan-2-yl]-3-cyclopropyl-5-(trifluoromethoxy)benzamide NC([C@H](C)NC(C1=CC(=CC(=C1)OC(F)(F)F)C1CC1)=O)=O